C(C)(C)(C)OC(=O)NC/C(/COC=1C=C2CCN(C(C2=CC1)=O)CC(=O)O)=C\F 2-[6-[(E)-2-[(tert-butyloxycarbonylamino)methyl]-3-fluoro-allyloxy]-1-oxo-3,4-dihydroisoquinoline-2-yl]acetic acid